C1(=CC=CC=C1)N(C(=O)N1[C@@H]([C@H]2CC[C@@H](C1)N2C(N(CC2=CSC=C2)CC)=O)C(=O)O)C2=CC=CC=C2 (1R,2S,5S)-3-(diphenylcarbamoyl)-8-(ethyl-(thiophene-3-ylmethyl)carbamoyl)-3,8-diazabicyclo[3.2.1]octane-2-carboxylic acid